ClC=1C=C(C=CC1F)[C@@H](NC(=O)[C@H]1NC(NC1)=O)C1=NNC(=C1)C(F)(F)F (S)-N-((R)-(3-chloro-4-fluorophenyl)(5-(trifluoromethyl)-1H-pyrazol-3-yl)methyl)-2-oxoimidazolidine-4-carboxamide